4-((1R,3S,5R)-1-((5-(2,4-difluorophenoxy)pyrazin-2-yl)carbamoyl)-6,6-difluorospiro[2.5]octan-5-yl)pyridine 1-oxide FC1=C(OC=2N=CC(=NC2)NC(=O)[C@@H]2C[C@@]23C[C@@H](C(CC3)(F)F)C3=CC=[N+](C=C3)[O-])C=CC(=C1)F